tert-butyl (6R,7R)-2-[7-[2,4-difluoro-6-(2-methoxyethoxy)phenyl]-4-hydroxy-thieno[3,2-c]pyridin-6-yl]-6,7-dimethyl-6,7-dihydro-4H-pyrazolo[1,5-a]pyrazine-5-carboxylate FC1=C(C(=CC(=C1)F)OCCOC)C=1C2=C(C(=NC1C1=NN3C(CN([C@@H]([C@H]3C)C)C(=O)OC(C)(C)C)=C1)O)C=CS2